5-chloro-4-hydroxy-1-methyl-2-oxo-1,2-dihydroquinoline-3-carboxylic acid phenylamide C1(=CC=CC=C1)NC(=O)C=1C(N(C2=CC=CC(=C2C1O)Cl)C)=O